3-(4-(7-((1-(4'-bromo-5'-oxo-5'H-spiro[cyclohexane-1,7'-indolo[1,2-a]quinazolin]-10'-yl)piperidin-4-yl)methyl)-2,7-diazaspiro[3.5]nonan-2-yl)-2,6-difluorophenyl)piperidine-2,6-dione BrC=1C=2C(N=C3N(C2C=CC1)C1=CC(=CC=C1C31CCCCC1)N1CCC(CC1)CN1CCC3(CN(C3)C3=CC(=C(C(=C3)F)C3C(NC(CC3)=O)=O)F)CC1)=O